OC=1C(OC(C1C)CC)=O 3-Hydroxy-4-methyl-5-ethyl-2(5H)-furanon